3-(2-Azaspiro[3.3]heptan-6-ylmethyl)-5-(trifluoromethyl)-1,2,4-thiadiazole C1NCC12CC(C2)CC2=NSC(=N2)C(F)(F)F